OCCN(CCO)CN1N=NC2=C1C=CC=C2C 1-[N,N-bis(hydroxyethyl)aminomethyl]-4-methylbenzotriazole